tert-Butyl (2R,5S)-4-(7-(2,4-difluorophenyl)-1-(4,6-diisopropylpyrimidin-5-yl)-6-fluoro-2-oxo-1,2-dihydropyrido[2,3-d]pyrimidin-4-yl)-2,5-dimethylpiperazine-1-carboxylate FC1=C(C=CC(=C1)F)C=1C(=CC2=C(N(C(N=C2N2C[C@H](N(C[C@@H]2C)C(=O)OC(C)(C)C)C)=O)C=2C(=NC=NC2C(C)C)C(C)C)N1)F